N-((1r,4r)-4-((5-(5-chloro-1H-indol-2-yl)-1,3,4-oxadiazol-2-yl)methyl)cyclohexyl)-2-(4-chlorophenoxy)acetamide ClC=1C=C2C=C(NC2=CC1)C1=NN=C(O1)CC1CCC(CC1)NC(COC1=CC=C(C=C1)Cl)=O